4-(pyridin-4-yl)-1,3-dihydroisobenzofuran N1=CC=C(C=C1)C1=C2COCC2=CC=C1